3-(4-((6-((1-(adamantan-1-yl)ethyl)amino)hexyl)thio)-1-oxoisoindolin-2-yl)piperidine-2,6-dione C12(CC3CC(CC(C1)C3)C2)C(C)NCCCCCCSC2=C3CN(C(C3=CC=C2)=O)C2C(NC(CC2)=O)=O